δ-Octanolactone C1(CCC(CCCC)O1)=O